CC=1C=C2C=C(CC2=CC1C)Br 5,6-dimethyl-2-bromoindene